FC(S(=O)(=O)OC1=CC=CC=2C(N([C@H]3C=4N([C@@H](C21)C3)C3=C(N4)C=CC(=C3)OC(F)(F)F)C([2H])([2H])[2H])=O)(F)F (7R,14R)-6-(methyl-d3)-5-oxo-11-(trifluoromethoxy)-5,6,7,14-tetrahydro-7,14-methanobenzo[f]benzo[4,5]imidazo[1,2-a][1,4]diazocin-1-yl trifluoromethanesulfonate